3,3'-[1,2-ethanediylbis(oxy)]bis-propanoic acid C(COCCC(=O)O)OCCC(=O)O